FC(=CC1=C2C=CN(C2=C(C(=C1OC=1C=CC(=C(C#N)C1)F)F)F)S(=O)(=O)C1=CC=C(C=C1)C)F 5-[4-(2,2-difluorovinyl)-6,7-difluoro-1-(p-tolylsulfonyl)indol-5-yl]oxy-2-fluoro-benzonitrile